O1CCN(CC1)CCN1N=C(C2=CC=CC=C12)N 1-(2-Morpholinoethyl)-1H-indazol-3-amine